4-bromo-6,8-dimethoxy-2-methylquinoline BrC1=CC(=NC2=C(C=C(C=C12)OC)OC)C